6-benzyloxy-1-methyl-1H-indole-2,3-dicarboxylic acid dimethyl ester COC(=O)C=1N(C2=CC(=CC=C2C1C(=O)OC)OCC1=CC=CC=C1)C